(R)-N-(1-(3,4-dichlorophenyl)-2-(dimethylamino)ethyl)-4-(4-fluorophenoxy)benzenesulfonamide ClC=1C=C(C=CC1Cl)[C@H](CN(C)C)NS(=O)(=O)C1=CC=C(C=C1)OC1=CC=C(C=C1)F